tert-Butyl 5'-chloro-1'-(4-methoxybenzyl)-2'-oxo-1',2'-dihydrospiro[azetidine-3,3'-pyrrolo[2,3-b]pyridine]-1-carboxylate ClC=1C=C2C(=NC1)N(C(C21CN(C1)C(=O)OC(C)(C)C)=O)CC1=CC=C(C=C1)OC